CN1N=NC(=C1C1=CC=2NC=3C=C(C=CC3C2N=C1)C(=O)OC)C methyl 3-(1,4-dimethyl-1H-1,2,3-triazol-5-yl)-5H-pyrido[3,2-b]indole-7-carboxylate